N=C(C1=CSC(=C1)CNC(=O)[C@H]1N([C@H]2C[C@]2(C1)C)C(CNC(CCCOC)=O)=O)NC(OCC1=CC=CC=C1)=O benzyl (imino(5-(((1S,3S,5S)-2-((4-methoxybutanoyl)glycyl)-5-methyl-2-azabicyclo-[3.1.0]hexane-3-carboxamido)methyl)thiophen-3-yl)methyl)carbamate